tri(p-toluenesulfonyloxymethyl)nitromethane CC1=CC=C(C=C1)S(=O)(=O)OCC([N+](=O)[O-])(COS(=O)(=O)C1=CC=C(C)C=C1)COS(=O)(=O)C1=CC=C(C)C=C1